acetoxyethyl-trimethoxysilane C(C)(=O)OCC[Si](OC)(OC)OC